(R)-N-methyl-N-(2,2,2-trifluoro-1-(p-tolyl)ethyl)pyrimidine-5-sulfonamide CN(S(=O)(=O)C=1C=NC=NC1)[C@@H](C(F)(F)F)C1=CC=C(C=C1)C